C(OC[C@H]1N(CCC1)C1=NC=C(C(=N1)NCC1=CC(=C(C=C1)OC)Cl)C(N(C)C1=NC=CC=N1)=O)(OCCCC[C@@H](CO[N+](=O)[O-])O[N+](=O)[O-])=O ((S)-1-(4-(3-chloro-4-methoxybenzylamino)-5-(pyrimidin-2-yl-methylcarbamoyl) pyrimidin-2-yl)pyrrolidin-2-yl)methyl (S)-5,6-bis(nitrooxy)hexyl carbonate